FC1=CC=C(C=C1)[C@@H]1N(CCC2=CC=CC=C12)C(=O)[C@@H]1OC[C@H]([C@H](C1)O)NC ((S)-1-(4-fluorophenyl)-3,4-dihydroisoquinolin-2(1H)-yl)((2r,4S,5r)-4-hydroxy-5-(methylamino)tetrahydro-2H-pyran-2-yl)methanone